3-Benzyl-6-bromo-2-methoxyquinoline C(C1=CC=CC=C1)C=1C(=NC2=CC=C(C=C2C1)Br)OC